CC1(N(CC2=C1NN=C2NC2=NC(=NC=C2F)NC)C(=O)N2[C@H](CN(C(C2)(C)C)C)C)C N4-(6,6-dimethyl-5-{[(2S)-2,4,5,5-tetramethylpiperazin-1-yl]carbonyl}-1,4,5,6-tetrahydropyrrolo[3,4-c]pyrazol-3-yl)-5-fluoro-N2-methylpyrimidine-2,4-diamine